C(\C(\C)=C/C(=O)[O-])(=O)OCCCC mono-n-butyl citraconate